2-(8-Bromo-2,3,6,7-tetrahydrobenzo[1,2-b:4,5-b']difuran-4-yl)-N-[(2-methoxyphenyl)methyl]ethan-1-amine BrC1=C2OCCC2=C(C=2OCCC21)CCNCC2=C(C=CC=C2)OC